ethyl 6-chloro-5-methoxy-1-methyl-1H-pyrrolo[3,2-b]pyridine-2-carboxylate ClC=1C=C2C(=NC1OC)C=C(N2C)C(=O)OCC